FC=1C(=C(C=CC1F)[C@H]1[C@@H](CO[C@](C1)(C(F)(F)F)C)C=1NC2=CC=NC=C2C(C1)=O)OC 2-((3R,4R,6R)-4-(3,4-difluoro-2-methoxyphenyl)-6-methyl-6-(trifluoromethyl)tetrahydro-2H-pyran-3-yl)-1,6-naphthyridin-4(1H)-one